C(#N)C=1C=CN2C=C(C=C(C12)C=1C=CC(=NC1)N1CCC(CC1)(C(=O)NC(C)C)CC)C=1C=NN(C1)C1CCC(CC1)=O 1-[5-[1-cyano-6-[1-(4-oxocyclohexyl)pyrazol-4-yl]indolizin-8-yl]-2-pyridyl]-4-ethyl-N-isopropyl-piperidine-4-carboxamide